C[C@@]1(C[C@@]2([C@@H](CC(=O)O2)OO1)C)CCCCCC/C=C/C=C/C3=CC=CC=C3 The molecule is an organic heterobicyclic compound that is a cyclic peroxy compound isolated from the Australian marine sponge Plakinastrella clathrata. It has a role as a metabolite. It is a gamma-lactone and an organic heterobicyclic compound.